C(C1=CC=CC=C1)(=O)NC=1C=2N=CN([C@H]3[C@H](O)[C@@H]([C@@H](CO)O3)F)C2N=CN1 N-benzoyl-3'-deoxy-3'-fluoro-adenosine